3-(6-hydroxyindol-2-yl)-5-(Phenyl)Pyridine OC1=CC=C2C=C(NC2=C1)C=1C=NC=C(C1)C1=CC=CC=C1